N,N-dihexyl-ethylenediamine C(CCCCC)N(CCN)CCCCCC